O-menthyl-succinamide C1(C(CCCC1)C(C)C)(C)C(C(=O)N)CC(=O)N